BrC=1N=C(C(NC1)=O)Br dibromopyrazinone